ClC=1C=2N(C=CC1Cl)C=1C(N(CCC1N2)C(=O)C2=NC=C(C=N2)OC)C (6,7-dichloro-1-methyl-3,4-dihydroimidazo[1,2-a:5,4-c']dipyridin-2(1H)-yl)(5-methoxypyrimidin-2-yl)methanone